3-ethyl-8-fluoro-7-((4-(2-fluoro-8-(methylamino)-1,7-naphthyridin-3-yl)-3,6-dihydropyridin-1(2H)-yl)methyl)quinolin-2(1H)-one C(C)C=1C(NC2=C(C(=CC=C2C1)CN1CCC(=CC1)C=1C(=NC2=C(N=CC=C2C1)NC)F)F)=O